C12CCC(CC1)N2CC(=O)NC=2N=CC1=CC=C(C=C1C2)C=2C=NN(C2)C 2-(7-azabicyclo[2.2.1]heptan-7-yl)-N-(6-(1-methyl-1H-pyrazol-4-yl)isoquinolin-3-yl)acetamide